FC(C[C@@H](C)[C@H]1CC[C@H]2\C(\CCC[C@]12C)=C\CO)(CC(C)(O[Si](CC)(CC)CC)C)F (1R,3aS,7aR,E)-2-(1-{(2R)-4,4-Difluoro-6-methyl-6-[(triethylsilyl)oxy]heptan-2-yl}-7a-methyloctahydro-4H-inden-4-ylidene)ethan-1-ol